FC=1C=C2C(=C(C=NC2=CC1)C(=O)N1CCN(CC1)S(=O)(=O)C)N1CCC2(CC1)CC(C1=CC=CC=C12)=O 1'-(6-Fluoro-3-(4-(methylsulfonyl)piperazine-1-carbonyl)quinolin-4-yl)spiro[indene-1,4'-piperidin]-3(2H)-one